1,5,5,6,6,10-Hexachlorodecane ClCCCCC(C(CCCCCl)(Cl)Cl)(Cl)Cl